FC(C1=NC(=NO1)C1=CC=2CN(CCC2S1)C(=O)OCCC)(F)F propyl 2-(5-(trifluoromethyl)-1,2,4-oxadiazol-3-yl)-6,7-dihydrothieno[3,2-c]pyridine-5(4H)-carboxylate